ClC1=NC=NC2=CC=CC(=C12)OC 4-chloro-5-methoxyquinazoline